(E)-N-(4-((3-chloro-4-fluorophenyl)amino)-7-methoxyquinazolin-6-yl)-4-(4-(4-((2-(2,6-dioxopiperidin-3-yl)-1,3-dioxoisoindolin-4-yl)thio)butanoyl)piperazin-1-yl)but-2-enamide ClC=1C=C(C=CC1F)NC1=NC=NC2=CC(=C(C=C12)NC(\C=C\CN1CCN(CC1)C(CCCSC1=C2C(N(C(C2=CC=C1)=O)C1C(NC(CC1)=O)=O)=O)=O)=O)OC